COC1=CC(=CC2=C1C(=NO2)NS(=O)(=O)CC2=CC=CC=C2)CN2N=C(C=C2)CNS(=O)(=O)C=C N-((1-((4-methoxy-3-((phenylmethyl)sulfonamido)benzo[d]isoxazol-6-yl)methyl)-1H-pyrazol-3-yl)methyl)ethenesulfonamide